(4-((4-(isopropylamino)-6-phenyl-1,3,5-triazin-2-yl)amino)pyridin-2-yl)propan-2-ol C(C)(C)NC1=NC(=NC(=N1)C1=CC=CC=C1)NC1=CC(=NC=C1)CC(C)O